N[C@H](CC(=O)OCC)C1=CC(=CC=C1)Br ethyl (R)-3-amino-3-(3-bromophenyl)propanoate